C(C)(C)(C)OC(=O)N1CCC(CC1)N1N=C2C(N=C(C=C2C)C2=CC3=CN(N=C3C=C2OCOC)C)=C1 4-[5-[6-(methoxymethoxy)-2-methyl-indazol-5-yl]-7-methyl-pyrazolo[4,3-b]pyridin-2-yl]piperidine-1-carboxylic acid tert-butyl ester